4-[5-(6-methylpyrimidin-4-yl)-1H-pyrazole-3-carbonyl]-4-azaspiro[2.5]octane CC1=CC(=NC=N1)C1=CC(=NN1)C(=O)N1C2(CC2)CCCC1